FC1=C(C=C(C(=C1)F)C)C=1C(=C2N(N1)CCC2)C=2C=CC=1N(C2)C=CN1 6-(2-(2,4-Difluoro-5-methylphenyl)-5,6-dihydro-4H-pyrrolo[1,2-b]pyrazol-3-yl)imidazo[1,2-a]pyridine